FC(C(=O)O)(F)F.FC1=C(C=CC(=C1C)OC1=CC2=C(N(N=N2)C)C(=C1)F)NC=1C2=C(N=CN1)C=CC(=N2)N2CCNCC2 N-[2-fluoro-4-(7-fluoro-1-methyl-benzotriazol-5-yl)oxy-3-methyl-phenyl]-6-piperazin-1-yl-pyrido[3,2-d]pyrimidin-4-amine 2,2,2-trifluoroacetate